CN1C(C2=C(N=C(N=C2NC2(CC2)C)S(=O)C)C=C1)=O 6-Methyl-4-[[1-methylcyclopropyl]amino]-2-[methylsulfinyl]pyrido[4,3-d]pyrimidin-5[6H]-one